N-[(6-Amino-2-pyridyl)sulfonyl]-6-(5-cyano-2-methoxyphenyl)-2-(2,4,6-trimethylphenoxy)pyridin-3-carboxamid NC1=CC=CC(=N1)S(=O)(=O)NC(=O)C=1C(=NC(=CC1)C1=C(C=CC(=C1)C#N)OC)OC1=C(C=C(C=C1C)C)C